C(#N)[C@H]1N(CSC1)C(CNC(=O)C1=CC=NC2=CC=C(C=C12)N1[C@@H](COCC1)C)=O N-(2-((R)-4-Cyanothiazolidin-3-yl)-2-oxoethyl)-6-((R)-3-methylmorpholino)-quinoline-4-carboxamide